tert-butyl-4-(5-chloro-3-methyl-2-pyridyl)-3-methyl-piperidine-1-carboxylate C(C)(C)(C)OC(=O)N1CC(C(CC1)C1=NC=C(C=C1C)Cl)C